FC(COC1=NC=CC(=C1)CNC(=O)NC12CCC(CC1)(CC2)F)CF 1-[[2-(2,3-difluoropropoxy)pyridin-4-yl]methyl]-3-(4-fluoro-1-bicyclo[2.2.2]octanyl)urea